2-(3-(methylamino)propyl)-3-neopentylquinazolin-4(3H)-one bis-hydrochloride salt Cl.Cl.CNCCCC1=NC2=CC=CC=C2C(N1CC(C)(C)C)=O